N[C@H]1[C@@H](COC1)CCC=1C(=NN(C1N)C1CCC1)C |r| 4-(2-((3S,4S)- and (3R,4R)-4-Aminotetrahydrofuran-3-yl)ethyl)-1-cyclobutyl-3-methyl-1H-pyrazol-5-amine